FC1=C(C=C(C=C1)F)C(CC1=NC(=NC(=N1)N[C@@H](CO)CC(C)C)NS(=O)(=O)C)C N-(4-(2-(2,5-Difluorophenyl)propyl)-6-(((R)-1-hydroxy-4-methylpentan-2-yl)amino)-1,3,5-triazin-2-yl)methanesulfonamide